Ethyl 2-nitro-4,5-dioxabenzoate [N+](=O)([O-])C=1C(C(=O)OCC)=COOC1